C1(=CC=CC2=NC3=CC=CC=C3N=C12)C(=O)N phenazine-1-carboxamide